ClC1=CC=C(C(=C1N1C=NC2=C(C1=O)C=C(N2)C=2C=NC(=CC2)C)C)O 3-(6-chloro-3-hydroxy-2-methylphenyl)-6-(6-methylpyridin-3-yl)-3,7-dihydro-4H-pyrrolo[2,3-d]pyrimidin-4-one